Cl.NC1=CC=C(C=C1)OC(=O)N1C=CC2=C1N=CN=C2N(C)[C@H]2CN(CC[C@H]2C)C(CC#N)=O 4-[[(3R,4R)-1-(2-cyanoacetyl)-4-methyl-3-piperidinyl]-methyl-amino]Pyrrolo[2,3-d]Pyrimidine-7-carboxylic acid (4-aminophenyl) ester hydrochloride